CC=1C=C(C=C(C1O)C)C(C)(C)C1=CC(=C(C(=C1)C)O)C 2,2-Bis(3,5-dimethyl-4-hydroxyphenyl)-propane